7-isopropylpyrrolo[2,1-f][1,2,4]triazine-6-carbonitrile C(C)(C)C1=C(C=C2C=NC=NN21)C#N